NC1=CC(=NN1CC(=O)O)C1=C(C=C(C=C1)F)F 2-(5-Amino-3-(2,4-difluorophenyl)-1H-pyrazol-1-yl)acetic acid